N[C@]1(CN(C[C@@H]1CCCB(O)O)CC1CNCCC1)C(=O)O (3R,4S)-3-amino-4-(3-boronopropyl)-1-(piperidin-3-ylmethyl)pyrrolidine-3-carboxylic acid